C1=CNC=2N=CC=3CNC(C4(C3C21)CCC4)=O 6',7'-dihydrospiro[cyclobutane-1,9'-pyrrolo[2,3-c][2,7]naphthyridin]-8'(3'H)-one